2-(5-bromo-6-fluoro-1-tetrahydropyran-2-yl-indazol-3-yl)ethynyl-triisopropyl-silane BrC=1C=C2C(=NN(C2=CC1F)C1OCCCC1)C#C[Si](C(C)C)(C(C)C)C(C)C